N[C@H]1CS(C2=C(N(C1=O)CC1=CC=C(C=C1)C1=NC=C(C=C1)OC(F)(F)F)C=C(C=C2)C=2OC(=NN2)C(C)(C)S(=O)(=O)C)(=O)=O (3R)-3-amino-1,1-dioxo-7-[5-(1-methanesulfonyl-1-methyl-ethyl)-1,3,4-oxadiazol-2-yl]-5-[4-[5-(trifluoromethoxy)-2-pyridinyl]benzyl]-2,3-dihydro-1λ6,5-benzothiazepine-4-One